tert-butyl N-[3-bromo-4-[(E)-[4-[(4-chlorophenyl)-methyl-carbamoyl]-N-methyl-anilino]azo]phenyl]carbamate BrC=1C=C(C=CC1/N=N/N(C1=CC=C(C=C1)C(N(C)C1=CC=C(C=C1)Cl)=O)C)NC(OC(C)(C)C)=O